ClC1=NC(=CC(=C1)C=1C(=NN2C1N=C(C=C2)C(=O)N2CCOCC2)C=2C=C(C#N)C=CC2)C 3-[3-(2-Chloro-6-methyl-4-pyridyl)-5-(morpholine-4-carbonyl)pyrazolo[1,5-a]pyrimidin-2-yl]benzonitrile